CCCCl 2-methyl-ethyl chloride